[2-(2-{3-[(4R)-1-acetylazepan-4-yl]-5'-fluoro-1'-methyl-1H,1'H-[4,6'-biindazol]-1-yl}acetamido)acetamido]acetic acid C(C)(=O)N1CC[C@@H](CCC1)C1=NN(C=2C=CC=C(C12)C1=C(C=C2C=NN(C2=C1)C)F)CC(=O)NCC(=O)NCC(=O)O